(3-(2,4,5-trifluorobenzyl)-4-(6-chloro-2-methyl-2H-indazol-5-ylamino)-2,3-dihydro-2,6-dioxopyrimidin-1(6H)-yl)acetic acid FC1=C(CN2C(N(C(C=C2NC2=CC3=CN(N=C3C=C2Cl)C)=O)CC(=O)O)=O)C=C(C(=C1)F)F